Ethyl (1r,4r)-4-(5-((2,2-dimethyl-4-oxo-3,8,11-trioxa-5-azatridecan-13-yl)carbamoyl)pyridin-2-yl)cyclohexane-1-carboxylate CC(C)(OC(NCCOCCOCCNC(=O)C=1C=CC(=NC1)C1CCC(CC1)C(=O)OCC)=O)C